4-[2-(4-{5-[5-Fluoro-6-(2-methoxyethoxy)-1H-indazol-3-yl]-1,2-oxazol-3-yl}phenoxy)ethyl]-1lambda6-thiomorpholin-1,1-dion FC=1C=C2C(=NNC2=CC1OCCOC)C1=CC(=NO1)C1=CC=C(OCCN2CCS(CC2)(=O)=O)C=C1